C(CCCCCCC\C=C/CCCCCCCC)NC(CCCCCCCCC(=O)NCCCCCCCC\C=C/CCCCCCCC)=O N,N'-dioleylsebacamide